(2R)-3-(benzyloxy)-2-{2-[(tert-butyloxycarbonyl)amino]-2-methylpropionamido}propionic acid C(C1=CC=CC=C1)OC[C@H](C(=O)O)NC(C(C)(C)NC(=O)OC(C)(C)C)=O